2-(3-(7-chloro-6-(4-morpholinophenyl)-2-oxo-1,2-dihydroquinolin-3-yl)phenyl)acetic acid ethyl ester C(C)OC(CC1=CC(=CC=C1)C=1C(NC2=CC(=C(C=C2C1)C1=CC=C(C=C1)N1CCOCC1)Cl)=O)=O